9-([4-[5-(azetidine-1-carbonyl)-3-(trifluoromethyl)pyrazol-1-yl]phenyl]methyl)-2-(3-fluoro-2-isopropylphenyl)-7H-purin-8-one N1(CCC1)C(=O)C1=CC(=NN1C1=CC=C(C=C1)CN1C2=NC(=NC=C2NC1=O)C1=C(C(=CC=C1)F)C(C)C)C(F)(F)F